tert-butyl 3-(6,8-difluoro-5-methoxy-2-((1-(((R)-3-methylmorpholino)methyl)cyclopropyl)methoxy)quinazolin-4-yl)-3,8-diazabicyclo[3.2.1]octane-8-carboxylate FC=1C(=C2C(=NC(=NC2=C(C1)F)OCC1(CC1)CN1[C@@H](COCC1)C)N1CC2CCC(C1)N2C(=O)OC(C)(C)C)OC